3-cyclohexyl-5-(2,3-dihydroxybenzylidene)-1-methyl-2-selenoxoimidazolidin-4-one C1(CCCCC1)N1C(N(C(C1=O)=CC1=C(C(=CC=C1)O)O)C)=[Se]